ClC1=NC=CC(=C1)C1(CCOCC1)C#N 4-(2-chloro-4-pyridinyl)tetrahydropyran-4-carbonitrile